CSC(=S)NN=C methylene-hydrazinodithio-carboxylic acid methyl ester